4'-bromo-(1,1'-biphenyl)-4-carbonitrile BrC1=CC=C(C=C1)C1=CC=C(C=C1)C#N